C(C)OC(CNC(CC=1N=C(SC1)C1=CC=C2C=CC=C(C2=C1)OCCN1CCN(CC1)C(=O)OC(C)(C)C)=O)=O Tert-Butyl 4-(2-((7-(4-(2-((2-Ethoxy-2-Oxoethyl)Amino)-2-Oxoethyl)Thiazol-2-yl)Naphthalen-1-yl)Oxy)Ethyl)Piperazine-1-Carboxylate